C12=C(C(=C(C(=C1F)F)F)F)C3=NC4=NC(=NC5=C6C(=C([N-]5)N=C7C8=C(C(=C(C(=C8F)F)F)F)C(=N7)N=C2[N-]3)C(=C(C(=C6F)F)F)F)C9=C4C(=C(C(=C9F)F)F)F.[Zn+2] Zinc 1,2,3,4,8,9,10,11,15,16,17,18,22,23,24,25-hexadecafluoro-29H,31H-phthalocyanine